C(OC(CCC)CCCCOC(C=C)=O)([O-])=O 4-acryloxybutylbutyl carbonate